(2-(((tert-butyldimethylsilyl)oxy)methyl)phenyl)methanol [Si](C)(C)(C(C)(C)C)OCC1=C(C=CC=C1)CO